2-(4-((2-(ethylthio)pyrimidin-5-yl)methyl)piperazin-1-yl)benzo[d]thiazole C(C)SC1=NC=C(C=N1)CN1CCN(CC1)C=1SC2=C(N1)C=CC=C2